NC1=CN=C(S1)C=1CCN(CC1)C(=O)OCC1=CC=CC=C1 Benzyl 4-(5-aminothiazol-2-yl)-3,6-dihydropyridine-1(2H)-carboxylate